FC1=C(C=C2C=NN(C(C2=C1)=O)CC1=NN(C=C1)C)SC1=CC=CC=C1 7-fluoro-2-((1-methyl-1H-pyrazol-3-yl)methyl)-6-(phenylthio)phthalazin-1(2H)-one